1-[3-[4-Hydroxy-2-[2-(4-methoxyphenyl)ethyl]-5-methyl-pyrazol-3-yl]-1H-1,2,4-triazol-5-yl]-5-methyl-pyrazolo[3,4-c]pyridine-3-carboxamide OC1=C(N(N=C1C)CCC1=CC=C(C=C1)OC)C1=NNC(=N1)N1N=C(C=2C1=CN=C(C2)C)C(=O)N